rac-(11S*,2S*)-N-(5-((4-((1H-pyrazol-1-yl)methyl)benzyl)oxy)pyridazin-3-yl)-2-(3-chlorophenyl)cyclopropane-1-carboxamide N1(N=CC=C1)CC1=CC=C(COC=2C=C(N=NC2)NC(=O)C2[C@H](C2)C2=CC(=CC=C2)Cl)C=C1 |r|